Cl.Cl.C[C@@H]1OCC2([C@@H]1N)CCNCC2 (3S,4S)-3-methyl-2-oxa-8-azaspiro[4.5]decan-4-amine dihydrochloride salt